BrC1=NC(=CC2=C1C=NN2C)C(=O)[O-] 4-bromo-1-methyl-1H-pyrazolo[4,3-c]pyridine-6-carboxylate